4-n-propyl-1-(pyridin-2-yl)-1H-pyrazol-5-ol C(CC)C=1C=NN(C1O)C1=NC=CC=C1